C(C)(C)(C)[Si](OCC1CN(C(O1)=O)C1=NC=C(C=C1)OCC1=C(C(=CC=C1Cl)F)Cl)(C)C 5-{[(tertbutyldimethylsilyl)oxy]methyl}-3-{5-[(2,6-dichloro-3-fluorophenyl)methoxy]pyridin-2-yl}-1,3-oxazolidin-2-one